C(C1=CC=CC=C1)OC=1C=CC(=NC1OCC1=CC=CC=C1)C(=O)O 5,6-bis(benzyloxy)picolinic acid